4-chloro-2-((3-cyanophenyl)amino)benzamide ClC1=CC(=C(C(=O)N)C=C1)NC1=CC(=CC=C1)C#N